4,5-dichloro-N-(1,5-dimethyl-1H-pyrazol-4-yl)pyrimidin-2-amine ClC1=NC(=NC=C1Cl)NC=1C=NN(C1C)C